4-tert-butyl-1H-imidazole-2-carbaldehyde C(C)(C)(C)C=1N=C(NC1)C=O